C(C)(C)(C)C1(C(CCCC1)=O)OOC(C)(C)C1=CC=CC=C1 t-butyl-cumyl-peroxycyclohexanone